FC(C=1C=CC(=NC1)CNN1C(O[C@H]2CC[C@@H]12)=O)(F)F (1S,5R)-4-(((5-(trifluoromethyl)pyridin-2-yl)methyl)amino)-2-oxa-4-azabicyclo[3.2.0]heptan-3-one